C1(=CC=C2C=CC=CC=C12)S(=O)(=O)N azulenesulphonic acid amide